C(CCC)C=1C=C(C(=O)O[O-])C=CC1 3-butylperoxybenzoate